ClC1=C(C=CC=C1B1OC(C(O1)(C)C)(C)C)NC1=NSC2=C1C=CC(=C2)C(OC)OC N-(2-chloro-3-(4,4,5,5-tetramethyl-1,3,2-dioxaborolan-2-yl)phenyl)-6-(dimethoxymethyl)benzo[d]isothiazol-3-amine